3,5-dihydroxy-N-(2-hydroxyethyl)-3-methylpentanamide OC(CC(=O)NCCO)(CCO)C